(3-Phenylfuran-2-yl)((1S,4S,6R)-6-((5-(trifluoromethyl)pyrazin-2-yl)amino)-2-azabicyclo[2.2.1]hept-2-yl)methanone C1(=CC=CC=C1)C1=C(OC=C1)C(=O)N1[C@@H]2[C@@H](C[C@H](C1)C2)NC2=NC=C(N=C2)C(F)(F)F